3-isopropyl-1-vinylcyclopentanol C(C)(C)C1CC(CC1)(O)C=C